5-chloro-2-(1H-pyrazol-3-yl)[1,2,4]triazolo[1,5-c]quinazoline ClC1=NC=2C=CC=CC2C=2N1N=C(N2)C2=NNC=C2